5-[(4R,9aS)-8-[[6-(3,8-diazabicyclo[3.2.1]octan-3-yl)-2-methyl-3-pyridyl]methyl]-4-methyl-3,4,6,7,9,9a-hexahydro-1H-pyrazino[1,2-a]pyrazin-2-yl]-2-deuterio-quinoline-8-carbonitrile C12CN(CC(CC1)N2)C2=CC=C(C(=N2)C)CN2C[C@@H]1N([C@@H](CN(C1)C1=C3C=CC(=NC3=C(C=C1)C#N)[2H])C)CC2